FC1=CC2=C(C(NS2(=O)=O)=O)C=C1 6-fluorobenzo[D]isothiazol-3(2H)-one 1,1-dioxide